C1(=CC=CC=C1)C(C)C=1NC=NN1 5-(1-phenylethyl)-4H-1,2,4-triazole